C(#N)C=1C=CC(=C(C(=O)NC2=CC(=NC=C2)C(F)(F)F)C1)S(=O)(=O)C 5-cyano-2-(methylsulfonyl)-N-(2-(trifluorometh-yl)pyridin-4-yl)benzamide